COC1=CC=C(C=C1)C1C(CC(C12C(C=CC=1OCOCC12)=O)(C=C)C)(C(=O)OCC)C(=O)[O-] ethyl 5'-p-methoxyphenyl-2'-methyl-2'-vinyl-6-oxo-6H-spiro(benzo[d][1,3]dioxine-5,1'-cyclopentane)-4',4'-diformate